C(C(C)C)C=1SC(=C(N1)C)C 2-isobutyl-4,5-dimethylthiazole